6-(3,5-dimethylisoxazol-4-yl)-2-methyl-1-(1-phenylethyl)-1H-benzo[d]imidazol-4-amine CC1=NOC(=C1C=1C=C(C2=C(N(C(=N2)C)C(C)C2=CC=CC=C2)C1)N)C